3-{[(6-bromo-2,3-dihydro-1-benzofuran-3-yl)methyl]amino}pyridine-4-carboxylic acid methyl ester COC(=O)C1=C(C=NC=C1)NCC1COC2=C1C=CC(=C2)Br